6-ethoxypyridinecarboxamide C(C)OC1=CC=CC(=N1)C(=O)N